3-(4-(4-chlorophenyl)oxazol-2-yl)propanoic acid ClC1=CC=C(C=C1)C=1N=C(OC1)CCC(=O)O